C(C)(=O)N[C@H]1C[C@H](CCC1)C(=O)NC1=NC=C(C(=C1)C=1C=C(C2=C(N3C(=N2)CCC3(C)C)C1)F)Cl (1S,3R)-3-acetamido-N-[5-chloro-4-(5-fluoro-1,1-dimethyl-2,3-dihydropyrrolo[1,2-a]benzimidazol-7-yl)-2-pyridyl]cyclohexanecarboxamide